(E)-(2-chlorophenyl)(imino)(2-(pyridin-3-yl)vinyl)-lambda6-sulfanone ClC1=C(C=CC=C1)S(=O)(\C=C\C=1C=NC=CC1)=N